C(C1=C(C(=CC(=C1)C(CC(C)(C)C)(C)C)C1SC2=C(N1)C=CC=C2)O)C2=C(C(=CC(=C2)C(CC(C)(C)C)(C)C)C2SC1=C(N2)C=CC=C1)O 2,2'-methylenebis[6-(2H-benzothiazol-2-yl)-4-(1,1,3,3-tetramethylbutyl)phenol]